2-(4-dimethylamino-phenyl)-1H-benzimidazole-5-carboxylic acid (3-methoxy-phenyl)-amide COC=1C=C(C=CC1)NC(=O)C1=CC2=C(NC(=N2)C2=CC=C(C=C2)N(C)C)C=C1